3-((3-(3,5-dimethyl-1H-pyrazol-1-yl)phenyl)(3-ethoxy-3-oxopropyl)carbamoyl)pyrrolidine-1-carboxylic acid tert-butyl ester C(C)(C)(C)OC(=O)N1CC(CC1)C(N(CCC(=O)OCC)C1=CC(=CC=C1)N1N=C(C=C1C)C)=O